(R)-3-isopropyl-1-methyl-N-(1-(3-(2-(trifluoromethyl)pyridin-4-yl)isoxazol-5-yl)ethyl)-1H-pyrazole-5-carboxamide C(C)(C)C1=NN(C(=C1)C(=O)N[C@H](C)C1=CC(=NO1)C1=CC(=NC=C1)C(F)(F)F)C